NC1=NC=CC2=C1C(=NN2[C@H]2C[C@@H](N(C2)C(C=C)=O)COC)C#CC2=C(C1=C(N(C=N1)C1CC1)C=C2F)F 1-[(2R,4S)-4-[4-Amino-3-[2-(1-cyclopropyl-4,6-difluoro-1,3-benzodiazol-5-yl)ethynyl]pyrazolo[4,3-c]pyridin-1-yl]-2-(methoxymethyl)pyrrolidin-1-yl]prop-2-en-1-one